7-((7-(allyloxy)-2,2-diphenylbenzo[d][1,3]dioxol-5-carbonyl)oxy)-2,2-diphenylbenzo[d][1,3]dioxol-5-carboxylic acid C(C=C)OC1=CC(=CC2=C1OC(O2)(C2=CC=CC=C2)C2=CC=CC=C2)C(=O)OC2=CC(=CC1=C2OC(O1)(C1=CC=CC=C1)C1=CC=CC=C1)C(=O)O